C(C(O)CO)C(C(=O)O)CCCCCCCCCCCC.C(CCCCCCCCCCCCC)(=O)OCC(O)CO glyceryl monotetradecanoate (glyceryl myristate)